NC1=NN(C2=CN=C(C=C21)C2=C(C=C(C=C2F)CN(C(C)C)C(=O)OC(C)(C)C)F)C(=O)OC(C)(C)C tert-Butyl 3-amino-5-(4-((tert-butoxycarbonyl(isopropyl)amino)methyl)-2,6-difluorophenyl)-1H-pyrazolo[3,4-c]pyridine-1-carboxylate